ethyl 5-amino-2-[5-fluoro-2-[[(3S,4R)-3-hydroxytetrahydropyran-4-yl]amino]-3-pyridyl]-6-(5-methyl-1-tetrahydropyran-2-yl-indazol-4-yl)pyrimidine-4-carboxylate NC=1C(=NC(=NC1C1=C2C=NN(C2=CC=C1C)C1OCCCC1)C=1C(=NC=C(C1)F)N[C@H]1[C@@H](COCC1)O)C(=O)OCC